Cl.NC1CCC(CC1)C(=O)OCC ethyl (1R,4R)-4-aminocyclohexane-1-carboxylate hydrochloride